N-[(2-aminoquinolin-7-yl)methyl]-5-fluoro-N-(2-methanesulfonylphenyl)pyridine-3-carboxamide NC1=NC2=CC(=CC=C2C=C1)CN(C(=O)C=1C=NC=C(C1)F)C1=C(C=CC=C1)S(=O)(=O)C